F[Ba] Fluorobarium